bromo-6-chloro-2-oxohexanoic acid ethyl ester C(C)OC(C(C(CCCCl)Br)=O)=O